C(C)(C)(C)OC(=O)N1C=CC2=CC(=CC=C12)C1=CC2=C(N=CN=C2N2CCOCC2)N1 5-(4-morpholino-7H-pyrrolo[2,3-d]pyrimidin-6-yl)-1H-indole-1-carboxylic acid tert-butyl ester